nitroketene [N+](=O)([O-])C=C=O